C(C1=CC=CC=C1)N1N=C(C=C1C)OCCN1CCOCC1 4-[2-(1-benzyl-5-methyl-pyrazol-3-yl)oxyethyl]morpholine